C(C)(C)(C)OC(=O)N1CC(CC1)C=1C=C2C(=NC=NC2=CC1)NC1=C(C=CC(=C1)C#C)F.C(#C)C=1C=CC(=C(NC2=NC=NC3=CC=C(C=C23)[C@@H]2CN(CC2)C(=O)OC(C)(C)C)C1)F tert-butyl (3R)-3-[4-(5-ethynyl-2-fluoro-anilino)quinazolin-6-yl]pyrrolidine-1-carboxylate tert-Butyl-3-(4-((5-ethynyl-2-fluorophenyl)amino)quinazolin-6-yl)pyrrolidine-1-carboxylate